FC1=C(OCSC=2SC=CN2)C(=C(C(=C1F)F)F)F (((perfluorophenoxy)methyl)thio)thiazole